15-hydroxy-eicosatrienoic acid OC(CCCCCCCC=CC=CC=CC(=O)O)CCCCC